FC1=C(C(=CC(=C1)O)F)N=NC1=C(C=C(C=C1F)O)F 2,2',6,6'-tetrafluoro-4,4'-dihydroxyazobenzene